(2-bromoethyl)diphenyl-sulfonium triflate [O-]S(=O)(=O)C(F)(F)F.BrCC[S+](C1=CC=CC=C1)C1=CC=CC=C1